2-(7-cyano-5-isopropoxy-1H-indol-2-yl)-5-methylthiazole-4-carboxylic acid tert-butyl ester C(C)(C)(C)OC(=O)C=1N=C(SC1C)C=1NC2=C(C=C(C=C2C1)OC(C)C)C#N